(2s,4r)-1-[(2r,3s)-3-(5-azaspiro[2.4]heptane-5-carbonyl)piperidine-2-carbonyl]-N-[(1-methylindole-5-yl)methyl]-4-(p-tolylmethyl)pyrrolidine-2-carboxamide C1CC12CN(CC2)C(=O)[C@@H]2[C@@H](NCCC2)C(=O)N2[C@@H](C[C@H](C2)CC2=CC=C(C=C2)C)C(=O)NCC=2C=C1C=CN(C1=CC2)C